5-[4-(6-fluoroindolin-1-yl)quinazolin-6-yl]pyrimidin-2-amine FC1=CC=C2CCN(C2=C1)C1=NC=NC2=CC=C(C=C12)C=1C=NC(=NC1)N